(S)-3-((2-Chloro-5-((3,5-dimethyl-1-(trifluoromethyl)-1H-pyrazol-4-yl)ethynyl)pyridin-4-yl)amino)butan-1-ol ClC1=NC=C(C(=C1)N[C@H](CCO)C)C#CC=1C(=NN(C1C)C(F)(F)F)C